N[C@@H](COC1=NC(=NC(=C1)C1=C(C=CC=C1C)C)NS(=O)(=O)C=1C=C(C(=O)O)C=CC1)CC(C(F)(F)F)(C)C 3-[[4-[(2R)-2-amino-5,5,5-trifluoro-4,4-dimethyl-pentoxy]-6-(2,6-dimethylphenyl)pyrimidin-2-yl]sulfamoyl]benzoic acid